C1(=CC=CC=C1)C(C(CCC)N1CCCC1)=O 1-phenyl-2-(N-pyrrolidinyl)-1-pentanone